FC1=C(C=CC=C1)C1=NN2C(OCCC[C@H]2C)=C1C(=O)NC1C(NC2=C(C(=N1)C1=CC=CC=C1)C=CC=C2)=O |o1:15| (8R*)-2-(2-fluorophenyl)-8-methyl-N-(2-oxo-5-phenyl-1,3-dihydro-1,4-benzodiazepin-3-yl)-5,6,7,8-tetrahydropyrazolo[5,1-b][1,3]oxazepine-3-carboxamide